(rac)-N-(diphenylphosphinyl)-N,2,5-triphenylphospholane-1-amine C1(=CC=CC=C1)P(=O)(N(P1C(CCC1C1=CC=CC=C1)C1=CC=CC=C1)C1=CC=CC=C1)C1=CC=CC=C1